BrC1=CC2=C(N(C(N2C)=O)C(CCC(=O)O)(C)C#N)C=C1 4-(5-bromo-3-methyl-2-oxo-benzimidazol-1-yl)-4-cyano-pentanoic acid